P(=O)(OC)(OC(CCC)CCCC)OC(CCC)CCCC methyl bis-(4-octyl) phosphate